tert-butyl(6-fluoro-4-(6-hydroxy-3-azabicyclo[3.2.0]heptan-3-yl)-2-(methylsulfonyl)-9H-pyrimido[4,5-b]indol-8-yl)(methyl)carbamate C(C)(C)(C)OC(N(C)C=1C=C(C=C2C3=C(NC12)N=C(N=C3N3CC1CC(C1C3)O)S(=O)(=O)C)F)=O